N[11C@@H](CCSC)C(=O)O [11C]Methionine